N1[C@@H](C1)C=O (S)-aziridine-2-carbaldehyde